2-(3,5-dichloro-4-(2-fluoro-4-hydroxy-3-isopropylbenzyl)phenoxy)propanoic acid ClC=1C=C(OC(C(=O)O)C)C=C(C1CC1=C(C(=C(C=C1)O)C(C)C)F)Cl